N-[(1R,3S)-3-{[6-chloro-2-(trifluoromethyl)quinolin-4-yl]amino}cyclohexyl]-2-methylbenzamide ClC=1C=C2C(=CC(=NC2=CC1)C(F)(F)F)N[C@@H]1C[C@@H](CCC1)NC(C1=C(C=CC=C1)C)=O